C(C)(C)(C)OC(=O)N1C[C@@H](CCC1)N1C=NC2=C1N=NC(=C2C)Cl.ICCCCCCNC(C(F)(F)F)=O 1-iodo-6-(trifluoroacetylamino)hexane tert-butyl-(R)-3-(3-chloro-4-methyl-7H-imidazo[4,5-c]pyridazin-7-yl)piperidine-1-carboxylate